2-(2-chloro-6-methoxy-4-methylphenyl)-N-[4-(3-chlorophenoxy)-3-sulfamoylphenyl]acetamide ClC1=C(C(=CC(=C1)C)OC)CC(=O)NC1=CC(=C(C=C1)OC1=CC(=CC=C1)Cl)S(N)(=O)=O